methyl 2-[bis(tert-butoxycarbonyl) amino]-5-bromo-3-fluorobenzoate C(C)(C)(C)OC(=O)N(C1=C(C(=O)OC)C=C(C=C1F)Br)C(=O)OC(C)(C)C